FC=1C=C(C=CC1)NC(C1=CC(=CC=C1)NC1=NC=C(C=N1)C1=CC=CC=C1)=O N-(3-fluorophenyl)-3-[(5-phenylpyrimidin-2-yl)amino]benzamide